2-(4-(3-(2-nitrobenzamido)phenyl)-1H-1,2,3-triazol-1-yl)acetic acid [N+](=O)([O-])C1=C(C(=O)NC=2C=C(C=CC2)C=2N=NN(C2)CC(=O)O)C=CC=C1